B(O)(O)O.N1CCNCC1 (piperazine) borate